3-amino-2-((6-(methylsulfonyl)isoquinolin-4-yl)amino)propionitrile NCC(C#N)NC1=CN=CC2=CC=C(C=C12)S(=O)(=O)C